4-(((1-(Azetidin-3-ylmethyl)-1H-1,2,3-triazol-4-yl)methyl)amino)-2-(2,6-dioxopiperidin-3-yl)isoindoline-1,3-dione N1CC(C1)CN1N=NC(=C1)CNC1=C2C(N(C(C2=CC=C1)=O)C1C(NC(CC1)=O)=O)=O